2-(2-chloro-4-(trifluoromethoxy)phenyl)-5-oxo-pyrazolidine-3-carboxylic acid ethyl ester C(C)OC(=O)C1N(NC(C1)=O)C1=C(C=C(C=C1)OC(F)(F)F)Cl